2-(piperazine-1-yl)ethan-1-ol N1(CCNCC1)CCO